N1CCC(CC1)C(=O)OCC ethyl piperidine-4-carboxylate